O=C1NC(CCC1N1C(C2=CC=CC(=C2C1)NC(CCCCCC(=O)N1CCN(CC1)CC1=CC=C(C(=O)NC2=CC(=C(C=C2)C)NC2=NC=CC(=N2)C=2C=NC=CC2)C=C1)=O)=O)=O 4-((4-(7-((2-(2,6-dioxopiperidin-3-yl)-1-oxoisoindolin-4-yl)amino)-7-oxoheptanoyl)piperazin-1-yl)methyl)-N-(4-methyl-3-((4-(pyridin-3-yl)pyrimidin-2-yl)amino)phenyl)benzamide